ClC=1C(=NC(=NC1)NC1CCOCC1)C1=CC=C2CN(C(C2=C1)=O)CC(=O)N[C@@](CO)(C)C1=CC=CC=C1 2-(6-{5-chloro-2-[(oxacyclohex-4-yl)amino]pyrimidin-4-yl}-1-oxo-2,3-dihydro-1H-isoindol-2-yl)-N-[(2S)-1-hydroxy-2-phenylprop-2-yl]acetamide